C(C)(C)(C)P(C(C)C)C(C)(C)C Di-tert-butyl-(isopropyl)phosphine